3-(4-(diphenylamino)phenyl)acenaphtho[1,2-b]pyrazine-8,9-dicarbonitrile C1(=CC=CC=C1)N(C1=CC=C(C=C1)C1=C2C=CC=C3C2=C(C=C1)C1=NC(=C(N=C13)C#N)C#N)C1=CC=CC=C1